5-(4-((2-ethyl-8-fluoro-3-oxo-3,4-dihydroquinoxalin-6-yl)methyl)piperazin-1-yl)-N-(2-methoxyethyl)-6-methylpicolinamide C(C)C1=NC2=C(C=C(C=C2NC1=O)CN1CCN(CC1)C=1C=CC(=NC1C)C(=O)NCCOC)F